OC[C@H](COCCCCCCCCCCCCCCCCCC)OC=1C=C(C#N)C=CC1 (R)-3-((1-hydroxy-3-(octadecyloxy)propan-2-yl)oxy)benzonitrile